N-{[4-fluoro-5-(tetrahydropyran-4-yl)-1H-benzimidazol-2-yl](norcaren-3-yl)methyl}-3-methylisoxazole-4-carboxamide FC1=C(C=CC=2NC(=NC21)C(NC(=O)C=2C(=NOC2)C)C2C=C1C(CC2)C1)C1CCOCC1